C(CCCCC)OCOCCCC(CC(CC(C)Cl)C)C 8-chloro-4,6-dimethylnonyl hexyloxymethyl ether